(4e,8e)-dodeca-4,8,11-trien-1-ol C(CC\C=C\CC\C=C\CC=C)O